benzyl 2-{2-[bis({[2-(α-L-fucopyranosyloxy)ethyl]amino}-2-oxoethyl)amino]acetamido}acetate [C@@H]1([C@@H](O)[C@H](O)[C@H](O)[C@@H](O1)C)OCCNC(CN(CC(=O)NCC(=O)OCC1=CC=CC=C1)CC(NCCO[C@H]1[C@@H](O)[C@H](O)[C@H](O)[C@@H](O1)C)=O)=O